3-methyl-1H-imidazol-3-ium hydrogen phosphate P(=O)(O)([O-])[O-].C[N+]1=CNC=C1.C[N+]1=CNC=C1